Diphenylheptane-3,5-diimine C1(=CC=CC=C1)C(C(CC)=N)(C(CC)=N)C1=CC=CC=C1